Lithium triflate [O-]S(=O)(=O)C(F)(F)F.[Li+]